N[C@@H](CC1=CC=CC=C1)CO (S)-phenylalaninol